N[C@@H](C)[C@@H]1[C@@H](C1)[C@@H](C)NN1C(=C(C(C(=C1)C(NCC1=C(C=C(C=C1F)F)F)=O)=O)OCC1=CC=CC=C1)C(=O)O 1-(((R)-1-((1R,2S)-2-((S)-1-aminoethyl)cyclopropyl)ethyl)amino)-3-(benzyloxy)-4-oxo-5-((2,4,6-trifluorobenzyl)carbamoyl)-1,4-dihydropyridine-2-carboxylic acid